3-Amino-1-pentanol NC(CCO)CC